C(=O)(OC(C)(C)C)[C@@]1(N(CCC1)C)C(=O)O BOC-N-methyl-proline